BrC1=C(C=C(C=C1C(F)(F)F)C1=C(C(=C(C(=C1F)F)F)F)F)C(F)(F)F 4'-bromo-2,3,4,5,6-pentafluoro-3',5'-bis(trifluoromethyl)biphenyl